2-((2-methylene-4-(octyloxy)-4-oxobutanoyl)oxy)propanoic acid C=C(C(=O)OC(C(=O)O)C)CC(=O)OCCCCCCCC